COS(=O)(=O)C1=CC(=C(C(=C1)[N+](=O)[O-])F)F 3,4-difluoro-5-nitrobenzenesulfonic acid methyl ester